ethyl 3-((2-amino-5-bromopyridin-3-yl) amino)-2-hydroxy-2-methylbutanoate NC1=NC=C(C=C1NC(C(C(=O)OCC)(C)O)C)Br